C(C)C(C(=O)O)CCCCCCC.C(CCCCCCCC)(=O)OCC Ethyl Pelargonate (ethyl nonanoate)